C(C\C=C/CC)OCC=CC1=CC(=C(C=C1)O)OC 4-(3-(((Z)-hex-3-en-1-yl)oxy)prop-1-en-1-yl)-2-methoxyphenol